C(C)(C)(C)OC(=O)N1CCC(CC1)[C@H]1[C@@H](C1)NS(=O)(=O)C1=CC=C(C=C1)OC(F)(F)F Trans-4-(2-((4-(trifluoromethoxy)phenyl)sulphonamido)cyclopropyl)piperidine-1-carboxylic acid tert-butyl ester